hydroquinone fluorine [F].C1(O)=CC=C(O)C=C1